C(C1=CC=CC=C1)(C1=CC=CC=C1)C1N(C(OC1)=O)C(C=CC1=C(C=CC=C1)OC1=CC=CC=C1)=O 4-benzhydryl-3-(3-(2-phenoxyphenyl)acryloyl)oxazolidin-2-one